C(CCC)N(CCC[SiH](C=1C=C(C=C)C=CC1)COCC)CCCC 3-[(3-dibutylaminopropyl)ethoxymethylsilyl]styrene